ClC=1N=NC(=CC1C(=O)NCCN1N=NC=C1)Cl 1-(2-{[(3,6-dichloropyridazin-4-yl)carbonyl]amino}ethyl)-1H-1,2,3-triazole